tert-butyl-(1-benzyl-2,5-dioxopyrrolidin-3-yl) carbamate C(N)(OC1(C(N(C(C1)=O)CC1=CC=CC=C1)=O)C(C)(C)C)=O